FC(CN1C=C(C=C1)C(=O)N)F 1-(2,2-difluoroethyl)-1H-pyrrole-3-carboxamide